FC=1C=C(C(=NC1OC)OC1=C(C=C(C=C1)F)OC)C(=O)O 5-fluoro-2-(4-fluoro-2-methoxy-phenoxy)-6-methoxy-pyridine-3-carboxylic acid